1-(Ethylsulfonyl)-4-(5H-imidazo[5,1-a]isoindol-5-yl)pyrrolidin-3-ol C(C)S(=O)(=O)N1CC(C(C1)C1N2C(C3=CC=CC=C13)=CN=C2)O